2-(2-(1-chloroethoxy)-2-oxoethyl)phenyl isobutyrate C(C(C)C)(=O)OC1=C(C=CC=C1)CC(=O)OC(C)Cl